4-chloro-5-methylpyrrolo[2,1-f][1,2,4]Triazine ClC1=NC=NN2C1=C(C=C2)C